1-benzyl 2-(tert-butyl) (2R,3R)-3-methylaziridine-1,2-dicarboxylate C[C@@H]1[C@@H](N1C(=O)OCC1=CC=CC=C1)C(=O)OC(C)(C)C